mono-tert-butyl-4-tert-butyl-2,6-xylenol C(C)(C)(C)C1=C(C(=C(C=C1C(C)(C)C)C)O)C